BrC1=C(C(=CC=C1)C#N)C1=C(C(=NC(=N1)NC1=CC(=C(C=C1)C1CCN(CC1)C)C)OC)C(=O)N (2-bromo-6-cyanophenyl)-4-methoxy-2-((3-methyl-4-(1-methylpiperidin-4-yl)phenyl)amino)pyrimidine-5-carboxamide